meso-2,5-dibromoadipic acid diethyl ester CCOC(=O)C(CCC(C(=O)OCC)Br)Br